N=1C=NN2C1C=C(C=C2)OC2=C(C=C(C=C2)NC=2C1=C(N=CN2)SC(=C1)C=1C=CC(=C(C1)NC(C=C)=O)N1CCN(CC1)C)C N-(5-(4-((4-([1,2,4]triazolo[1,5-a]pyridin-7-yloxy)-3-methylphenyl)amino)thieno[2,3-d]pyrimidin-6-yl)-2-(4-methylpiperazin-1-yl)phenyl)acrylamide